3-(benzyloxy)-2-bromo-4-methoxybenzaldehyde C(C1=CC=CC=C1)OC=1C(=C(C=O)C=CC1OC)Br